2-((4-cyclopropyl-6-(trifluoromethyl)pyridin-3-yl)sulfonyl)-2,6-diazaspiro[3.3]heptane trifluoroacetate FC(C(=O)O)(F)F.C1(CC1)C1=C(C=NC(=C1)C(F)(F)F)S(=O)(=O)N1CC2(C1)CNC2